C(CCCCCCCCCCCCC)P(CCCCCC)(CCCCCC)CCCCCC tetradecyl-(trihexyl)phosphine